(S)-(2,7-Dimethyl-3-(1-methyl-3-(trifluoromethyl)-1H-pyrazol-5-yl)-2,4,5,7-tetrahydro-6H-pyrazolo[3,4-c]pyridin-6-yl)(7-methylbenzo[d]thiazol-6-yl)methanone CN1N=C2[C@@H](N(CCC2=C1C1=CC(=NN1C)C(F)(F)F)C(=O)C1=C(C2=C(N=CS2)C=C1)C)C